N1=C(N=CC=C1)C#CC=1C=C(C(=O)NC=2C=C3CCCCC3=CC2)C=CC1 3-(2-PYRIMIDIN-2-YLETHYNYL)-N-TETRALIN-6-YL-BENZAMIDE